Ethyl-N-methyl-2-(pyridin-4-yl)pyrido[3,4-d]pyrimidin-4-amine C(C)C1=CN=CC=2N=C(N=C(C21)NC)C2=CC=NC=C2